(3S)-l-1-(5-bromo-2,4-difluorophenyl)-8-((3S,5R)-3,5-dimethylpiperazin-1-yl)-3-methoxy-10-(trifluoromethyl)-3,4-dihydro-2H,6H-[1,4]thiazepino[2,3,4-ij]quinazolin-6-one BrC=1C(=CC(=C(C1)S1C[C@H](CN2C(N=C(C3=CC(=CC1=C23)C(F)(F)F)N2C[C@@H](N[C@@H](C2)C)C)=O)OC)F)F